C(C)OC(=O)C1=CC2=C(N(C(S2)=N)CC(=O)O)C=C1 2-(6-(ethoxycarbonyl)-2-iminobenzo[d]thiazol-3(2H)-yl)acetic acid